C1(=CC=CC=C1)C=1N=C(C2=C(NC3=CC=C(C=C23)C=2C=CC=3N(C4=CC=CC=C4C3C2)C2=CC=CC=C2)N1)C1=CC=CC=C1 2,4-diphenyl-6-(9-phenyl-9H-carbazol-3-yl)-9H-pyrimido[4,5-b]indole